ClC1=NC=C(C(=C1)CC1=CC(=CC=C1)S(=O)(=O)C)F 2-chloro-5-fluoro-4-[(3-methanesulfonylphenyl)methyl]pyridine